FC1=C(C=CC(=C1)C(F)(F)F)C=1C(=NC(=NC1)NC1C(CCCC1)N(C)C)C N1-(5-(2-fluoro-4-(trifluoromethyl)phenyl)-4-methyl-pyrimidin-2-yl)-N2,N2-dimethyl-cyclohexane-1,2-diamine